(3-bromo-2-fluorophenyl)-2,2-difluoro-N,N-dimethylacetamide BrC=1C(=C(C=CC1)C(C(=O)N(C)C)(F)F)F